1-(1-(2,3-dichlorophenyl)imidazo[1,5-c]pyrimidin-5-yl)-4-methylpiperidin-4-amine ClC1=C(C=CC=C1Cl)C=1N=CN2C(=NC=CC21)N2CCC(CC2)(N)C